2-oxo-2-[rac-(2R,5S)-5-methyl-2-[2-[rac-(3R,4S)-1,3-dimethyl-4-piperidyl]indazol-6-yl]-1-piperidyl]-N-[1-(2-trimethylsilylethoxymethyl)pyrazolo[4,3-c]pyridin-7-yl]acetamide O=C(C(=O)NC=1C2=C(C=NC1)C=NN2COCC[Si](C)(C)C)N2[C@H](CC[C@@H](C2)C)C=2C=CC1=CN(N=C1C2)[C@@H]2[C@@H](CN(CC2)C)C |r|